C(#N)C1=CC(=C(COC2=C(C=CC(=N2)C2=CC(=C(CC=3N(C4=C(N3)SC(=C4)C(=O)OC)C[C@H]4OCC4)C=C2)F)F)C=C1)F methyl (S)-2-(4-(6-((4-cyano-2-fluorobenzyl)oxy)-5-fluoropyridin-2-yl)-2-fluorobenzyl)-1-(oxetan-2-ylmethyl)-1H-thieno[2,3-d]imidazole-5-carboxylate